(1S,3R)-3-hydroxycyclohexane-hexanecarboxylic acid isopropyl ester C(C)(C)OC(=O)CCCCCC[C@@H]1C[C@@H](CCC1)O